5-(2-fluoro-6-hydroxy-4-(((6-methoxy-3-methylpyridin-2-yl)amino)methyl)phenyl)-1,2,5-thiadiazolidin-3-one 1,1-dioxide FC1=C(C(=CC(=C1)CNC1=NC(=CC=C1C)OC)O)N1CC(NS1(=O)=O)=O